Cl.C1(=CC=CC=C1)N=CCC=NC1=CC=CC=C1 malonaldehyde bis(phenylimine) hydrochloride